C(C=C)(=O)N1CCN(CC1)C=1C(=NC=CN1)C(=O)NC1CCCC1 3-(4-acryloylpiperazin-1-yl)-N-cyclopentylpyrazine-2-carboxamide